ClC=1C(=CC(=NC1)OC)C1=CC(=NN1)C(=O)N1CCC(CC1)C(=O)NC1(CCC(CC1)C)C 1-(5-(5-chloro-2-methoxypyridin-4-yl)-1H-pyrazole-3-carbonyl)-N-(1,4-dimethylcyclohexyl)piperidine-4-carboxamide